CC(C(C)C1=C(C=CC=C1O)O)CC 2-(3-Methylpentan-2-yl)benzene-1,3-diol